1-(4-fluoro-1-(1-(4-methoxybenzyl)-2,6-dioxopiperidin-3-yl)-3-methyl-2-oxo-2,3-dihydro-1H-benzo[d]imidazol-5-yl)piperidine-4-carbaldehyde FC1=C(C=CC=2N(C(N(C21)C)=O)C2C(N(C(CC2)=O)CC2=CC=C(C=C2)OC)=O)N2CCC(CC2)C=O